[S].[In].[Ag] silver indium Sulfur